ClC1=C(C=C(C=2C3=C(NC12)CCNC(C3)=O)C(=O)O)Cl 7,8-Dichloro-2-oxo-1,2,3,4,5,6-hexahydroazepino[4,5-b]indole-10-carboxylic acid